4-(tertbutoxycarbonyl)benzoic acid C(C)(C)(C)OC(=O)C1=CC=C(C(=O)O)C=C1